C(C)(C)(C)C1(NC(=NC(=N1)NCC)Cl)N 2-tert-butyl-6-chloro-N4-ethyl-1,3,5-triazine-2,4-diamine